C(C1=CC=CC=C1)N1C(\C(\C2=CC=C(C=C12)C(=O)NCC1CCNCC1)=C/C=1NC(=CC1C)C)=O (Z)-1-benzyl-3-((3,5-dimethyl-1H-pyrrol-2-yl)methylene)-2-oxo-N-(piperidin-4-ylmethyl)indole-6-carboxamide